OC1=CC=C(CNCC(=O)O)C=C1 N-(4-Hydroxybenzyl)glycine